C(C)(C)OC([C@@H](NP(=O)(OC1=C(C=CC=C1)Br)Cl)C)=O (chloro(2-bromophenoxy)phosphoryl)-L-alanine isopropyl ester